CC1=CN=C(S1)C1=CC(=CC2=C1N=C(O2)N2CCOCC2)C(=O)OC Methyl 4-(5-methylthiazol-2-yl)-2-morpholinyl-benzo[d]oxazole-6-carboxylate